C1(C=CC(N1CCCCCC(=O)NN)=O)=O ε-maleimidocaproic acid hydrazide